N-(2-aminothiazolo[4,5-b]pyridin-6-yl)cyclobutanecarboxamide NC=1SC=2C(=NC=C(C2)NC(=O)C2CCC2)N1